BrC1C2=CC(=CC=C2C=2C=CC(=CC12)S(=O)(=O)NC1CCCCC1)S(=O)(=O)NC1CCCCC1 9-bromo-N2,N7-dicyclohexyl-9H-fluorene-2,7-disulfonamide